10-(4-((1R,5S)-3,8-diazabicyclo[3.2.1]octan-3-yl)-8-fluoro-2-(((2R,7aS)-2-fluorotetrahydro-1H-pyrrolizin-7a(5H)-yl)methoxy)pyrido[4,3-d]pyrimidin-7-yl)pyrrolo[2,1-a]isoquinolin-8-ol [C@H]12CN(C[C@H](CC1)N2)C=2C1=C(N=C(N2)OC[C@]23CCCN3C[C@@H](C2)F)C(=C(N=C1)C=1C=C(C=C2C=CN3C(C12)=CC=C3)O)F